ClC1=CC=C(C=C1)C=1C=C(C(N(N1)C1=CC(=CC=C1)F)=O)C(=O)NC1(CCCC1)CO 6-(4-chlorophenyl)-2-(3-fluorophenyl)-N-[1-(hydroxymethyl)cyclopentyl]-3-oxo-2,3-dihydropyridazine-4-carboxamide